N-(2-(pyridine-2-yl)-ethyl)-3-p-MenthaneCarboxamide N1=C(C=CC=C1)CCNC(=O)C1CC(CCC1C(C)C)C